C1=CC(=C(C=C1C2=NNC(=C2)C(=O)O)Cl)Cl 5,5-dibromo-2,2-dimethyl-4,6-dioxy-1,3-dioxane